para-benzenediethanamine C1(=CC=C(C=C1)CCN)CCN